FC=1C=C(CC=2C=CC(=NC2)NC(=O)C2=NN(C(CC2)=O)C)C=C(C1)F N-(5-(3,5-difluorobenzyl)pyridin-2-yl)-1-methyl-6-oxo-1,4,5,6-tetrahydropyridazine-3-carboxamide